((R)-1-((R)-2-((2-chlorophenyl)sulfonamido)-4-morpholino-4-oxobutanamido)-4-phenylbutyl)boronic acid ClC1=C(C=CC=C1)S(=O)(=O)N[C@@H](C(=O)N[C@@H](CCCC1=CC=CC=C1)B(O)O)CC(=O)N1CCOCC1